C(C=C)(=O)N1[C@@H](CCCC1)C=1N(C(=C(N1)C1=CC=C(C=C1)C(NC1=NC=CC(=C1)CC)=O)C(=O)N)NC (S)-2-(1-Acryloylpiperidin-2-yl)-4-(4-((4-ethylpyridin-2-yl)carbamoyl)phenyl)-1-(methylamino)-1H-imidazol-5-carboxamid